4,4-dimethyl-3-hexanol CC(C(CC)O)(CC)C